(1S,4S)-4-((6-bromo-8-methyl-7-oxo-7,8-dihydropyrido[2,3-d]pyrimidin-2-yl)amino)-N-methylcyclohexane-1-carboxamide BrC1=CC2=C(N=C(N=C2)NC2CCC(CC2)C(=O)NC)N(C1=O)C